1-(tert-butyl) 4-ethyl (7S)-7-(((tert-butyldiphenylsilyl)oxy)methyl)-3-oxoazepane-1,4-dicarboxylate [Si](C1=CC=CC=C1)(C1=CC=CC=C1)(C(C)(C)C)OC[C@@H]1CCC(C(CN1C(=O)OC(C)(C)C)=O)C(=O)OCC